OCC1N2CCCC(NCCNCC(NCNC1)C)C2 (hydroxymethyl)-7-methyl-1,4,6,9,12-pentaazabicyclo[11.3.1]heptadecane